4-hydroxy-4-(4-methylphenyl-azo)-phenylamine OC1(CC=C(C=C1)N)N=NC1=CC=C(C=C1)C